(S)-2-amino-3-(1-(2-(tert-butoxy)-2-oxoethyl)-5-methoxy-1H-indol-3-yl)propionic acid N[C@H](C(=O)O)CC1=CN(C2=CC=C(C=C12)OC)CC(=O)OC(C)(C)C